C1(=CC=CC2=CC3=CC=CC=C3C=C12)S(=O)(=O)O anthracenyl-sulfonic acid